4-quinolyl-alanine N1=CC=C(C2=CC=CC=C12)N[C@@H](C)C(=O)O